N1C(=CC=C1)C(=O)N PYRROLCARBOXAMIDE